COC1=CC=C(CN(C2=CC(=C(C(=N2)C2=C(C=3N=C(N=C(C3C=N2)O)O)F)C(F)(F)F)C)CC2=CC=C(C=C2)OC)C=C1 7-(6-(Di(4-methoxybenzyl)amino)-4-methyl-3-(trifluoromethyl)pyridin-2-yl)-8-fluoropyrido[4,3-d]pyrimidine-2,4-diol